C(C)(C)(C)N1N=NC(=C1)C(=O)NCC1=C(C=C(C=C1)C1=C(C=NC=C1N1C[C@@H](CCC1)N(C(C=C)=O)C)F)C 1-tert-butyl-N-[[4-[3-fluoro-5-[(3R)-3-[methyl-(prop-2-enoyl)amino]-1-piperidinyl]-4-pyridinyl]-2-methyl-phenyl]methyl]triazole-4-carboxamide